1,1'-((4,4'-diamino-[1,1'-biphenyl]-2,2'-diyl)bis-(methylene))bis-(3-benzylurea) NC1=CC(=C(C=C1)C1=C(C=C(C=C1)N)CNC(=O)NCC1=CC=CC=C1)CNC(=O)NCC1=CC=CC=C1